FC(S(=O)(=O)N1N=C(C=C1C)C)(F)F 1-(trifluoromethanesulfonyl)-3,5-dimethylpyrazole